6-amino-2-ethoxy-9-(4-(((2-hydroxy-3-morpholinopropyl)-amino)methyl)-2-methoxybenzyl)-9H-purin-8-ol NC1=C2N=C(N(C2=NC(=N1)OCC)CC1=C(C=C(C=C1)CNCC(CN1CCOCC1)O)OC)O